CC(\C=[N+](\C1=CC=CC=C1)/[O-])CCCCCCCCC (Z)-2-methyl-N-phenylundecan-1-imine oxide